C(C1=CC=CC=C1)OC(=O)N1CC(N(CC1)C=1C=NC(=CC1)N)=O 4-(6-aminopyridin-3-yl)-3-oxo-piperazine-1-carboxylic acid benzyl ester